ClC=1C=C2CO[C@H](C2=CC1)C1C(C(CO1)O)O 5-[(1R)-5-chloro-1,3-dihydroisobenzofuran-1-yl]Tetrahydrofuran-3,4-diol